phenyl-6,7-diazaspiro[4.5]dec-9-ene-9-carboxamide C1(=CC=CC=C1)C1CCCC12NNCC(=C2)C(=O)N